biscyclopentadienyl-[2,6-difluoro-3-(pyrrol-1-yl)-benzene-1-yl]titanium C1(C=CC=C1)[Ti](C1=C(C(=CC=C1F)N1C=CC=C1)F)C1C=CC=C1